1-methyl-2α-(6-methyl-3-pyridinyl)pyrrolidine CC1=NC=C(C=C1)[C@@H]2CCCN2C